CN1C[C@H](CCC1)NC(=O)C1=NN2C(N=C(C=C2N2CCOCC2)N2N=C(C=C2)C=2C=C(C=CC2)C)=C1 N-[(3S)-1-methyl-3-piperidinyl]-7-morpholino-5-[3-(m-tolyl)pyrazol-1-yl]pyrazolo[1,5-a]pyrimidine-2-carboxamide